FC1(CCC(CC1)C(C=1OC=2C(=NC(=CC2)C=C)N1)NC(OCC1=CC=CC=C1)=O)F Benzyl ((4,4-difluorocyclohexyl)(5-vinyloxazolo[4,5-b]pyridin-2-yl)methyl)carbamate